1-(1-(2-(4-chlorophenoxy)-2-methylpropanoyl)piperidin-4-yl)-3-(4-(trifluoromethyl)phenyl)urea ClC1=CC=C(OC(C(=O)N2CCC(CC2)NC(=O)NC2=CC=C(C=C2)C(F)(F)F)(C)C)C=C1